N-{4-[2-(acetylamino)pyridin-4-yloxy]phenyl}-7-(2-thienyl)pyrazolo[1,5-a]pyrimidine-5-carboxamide C(C)(=O)NC1=NC=CC(=C1)OC1=CC=C(C=C1)NC(=O)C1=NC=2N(C(=C1)C=1SC=CC1)N=CC2